1-(6-methoxypyridin-3-yl)piperidin COC1=CC=C(C=N1)N1CCCCC1